C1N(CCC2=CC=CC=C12)C(=O)N 3,4-dihydro-isoquinoline-2(1H)-carboxamide